2-amino-3-methyl-3-(2,6-diisopropyl-phenoxycarbonyloxy)-propanoic acid NC(C(=O)O)C(OC(=O)OC1=C(C=CC=C1C(C)C)C(C)C)C